N-(6-amino-5-methyl-3-pyridyl)-2-[(2S,5R)-5-methyl-2-(2-methyl-4-pyridyl)-1-piperidyl]-2-oxo-acetamide NC1=C(C=C(C=N1)NC(C(=O)N1[C@@H](CC[C@H](C1)C)C1=CC(=NC=C1)C)=O)C